7-(R)-((3R,5S)-1-propenoyl-5-methylpyrrolidin-3-yl)-4-amino-N-((R)-1-(3,5-difluorophenyl)ethyl)-6-(prop-1-yn-1-yl)-7H-pyrrolo[2,3-d]pyrimidine-5-carboxamide C(C=C)(=O)N1C[C@@H](C[C@@H]1C)N1C(=C(C2=C1N=CN=C2N)C(=O)N[C@H](C)C2=CC(=CC(=C2)F)F)C#CC